(5-(4-(1-methyl-3-(3-methyl-5-(trifluoromethyl)phenyl)ureido)piperidin-1-yl)pyrazin-2-yl)acetamide CN(C(=O)NC1=CC(=CC(=C1)C(F)(F)F)C)C1CCN(CC1)C=1N=CC(=NC1)CC(=O)N